3-(5-(((1R,2S)-2-((3,5-difluorobenzyl)amino)cyclohexyl)methyl)-1-oxoisoindolin-2-yl)piperidine-2,6-dione FC=1C=C(CN[C@@H]2[C@H](CCCC2)CC=2C=C3CN(C(C3=CC2)=O)C2C(NC(CC2)=O)=O)C=C(C1)F